5-fluoro-7,8-dihydro-6H-spiro[[1,3]oxazolo[5,4-f]quinazoline-9,1'-cyclohexan]-7-one FC=1C=C2C(=C3C1NC(NC31CCCCC1)=O)OC=N2